C(N)(=O)C=1C(=NC(=NC1)N1C[C@H](CCC1)NC(OC(C)(C)C)=O)NC1=CC(=NC(=C1)C(=C)C)C=1CCS(CC1)(=O)=O tert-butyl (S)-(1-(5-carbamoyl-4-((2-(1,1-dioxido-3,6-dihydro-2H-thiopyran-4-yl)-6-(prop-1-en-2-yl)pyridin-4-yl)amino)pyrimidin-2-yl)piperidin-3-yl)carbamate